(3S)-1-(5-{8-ethyl-6-[(1R)-1-methyl-3,4-dihydroisoquinoline-2(1H)-carbonyl]imidazo[1,2-b]pyridazin-2-yl}-4-fluoropyridin-2-yl)pyrrolidine-3-carboxylic acid C(C)C=1C=2N(N=C(C1)C(=O)N1[C@@H](C3=CC=CC=C3CC1)C)C=C(N2)C=2C(=CC(=NC2)N2C[C@H](CC2)C(=O)O)F